tert-butyl 4-((4-chloro-7-methoxyquinazolin-6-yl)amino)piperidine-1-carboxylate ClC1=NC=NC2=CC(=C(C=C12)NC1CCN(CC1)C(=O)OC(C)(C)C)OC